[Si](C)(C)(C(C)(C)C)O[C@H]1[C@@H](O[C@@H]([C@H]1O[Si](C)(C)C(C)(C)C)CSCC=1C(=NC=CC1C)C1=CC=CC=C1)N1C=CC2=C1N=CN=C2N 7-((2R,3R,4R,5S)-3,4-bis((tert-Butyldimethylsilyl)oxy)-5-((((4-methyl-2-phenylpyridin-3-yl)methyl)thio)methyl)tetrahydrofuran-2-yl)-7H-pyrrolo[2,3-d]pyrimidin-4-amine